C(C1=CC=CC=C1)OC1=C(C=C(C(=O)O)C=C1F)C1OCCO1 4-(benzyloxy)-3-(1,3-dioxolan-2-yl)-5-fluorobenzoic acid